BrC1=C2C(C(COC2=CC=C1)(C)C1=C(C=C(C=C1)Cl)F)=O 5-bromo-3-(4-chloro-2-fluorophenyl)-3-methylchroman-4-one